CN(CCCN(C1=CC=C(C=C1)N1CC2C(C1)CN(C2)CCCC#N)C)C 4-(5-(4-((3-(Dimethylamino)propyl)(methyl)-amino)phenyl)hexahydro-pyrrolo[3,4-c]pyrrol-2(1H)-yl)butanenitrile